ClC1=C(C=CC(=C1)B(O)O)C (2-Chloro-4-tolyl)boranediol